4-chloro-N'-(2-chloroacetyl)-3-fluorobenzoyl-hydrazine tert-butyl-6-[[3-(trifluoromethylsulfonimidoyl)phenyl]methyl]-2-azaspiro[3.3]heptane-2-carboxylate C(C)(C)(C)OC(=O)N1CC2(C1)CC(C2)CC2=CC(=CC=C2)S(=O)(=N)C(F)(F)F.ClC2=C(C=C(C(=O)NNC(CCl)=O)C=C2)F